ClC1=C(N=C(C=2CN3[C@@H](COC21)CNCC3)C(=O)N(C)C(C)C)C3=C(C=CC=C3)F (R)-4-chloro-3-(2-fluorophenyl)-N-isopropyl-N-methyl-6a,7,8,9,10,12-hexahydro-6H-pyrazino[2,1-c]pyrido[3,4-f][1,4]oxazepine-1-carboxamide